N1CCC(CC1)C1=NC2=CC=CC=C2C=C1 2-(piperidin-4-yl)quinoline